C(C1=CC=CC=C1)OC=1C(C=C(OC1C(=O)OC)C=CC1(CN(CCCC1)C(=O)OC(C)(C)C)NC(=O)OC(C)(C)C)=O tert-Butyl 3-(2-(5-(benzyloxy)-6-(methoxycarbonyl)-4-oxo-4H-pyran-2-yl)vinyl)-3-((tert-butoxycarbonyl)amino)azepane-1-carboxylate